2-[5-Methoxy-3-methyl-6-[[(3R)-1-methylpyrrolidin-3-yl]amino]imidazo[4,5-b]pyrazin-2-yl]-3-methyl-5-(trifluoromethyl)phenol COC=1N=C2C(=NC1N[C@H]1CN(CC1)C)N=C(N2C)C2=C(C=C(C=C2C)C(F)(F)F)O